C(CCCC#C)N(C([C@H]([C@H](CC)C)NC(=O)[C@@H]1N(CCCC1)C)=O)[C@H](C[C@@H](O)C=1SC=C(N1)C(=O)OC)C(C)C Methyl 2-((1R,3R)-3-((2S,3S)-N-(hex-5-ynyl)-3-methyl-2-((R)-1-methylpiperidine-2-carboxamido)pentanamido)-1-hydroxy-4-methylpentyl)thiazole-4-carboxylate